ClC1=C2C(=NC=C1C=1C=C(C=CC1)N1C(CN(CC1)C(CCCCCOC1=CC=C3CN(C(C3=C1)=O)C1C(NC(CC1)=O)=O)=O)=O)NC=C2CC 3-(6-((6-(4-(3-(4-chloro-3-ethyl-1H-pyrrolo[2,3-b]pyridin-5-yl)phenyl)-3-oxopiperazin-1-yl)-6-oxohexyl)oxy)-1-oxoisoindolin-2-yl)piperidine-2,6-dione